CN(P1([C@@H](C=C[C@@H]1C1=CC=C(C=C1)C)C1=CC=C(C=C1)C)=O)C (1S,2S,5R)-1-(dimethylamino)-2,5-bis(4-methylphenyl)-2,5-dihydro-phosphole 1-oxide